FC1=C(C(=O)NC2=C(C=C(C=C2)C=2CCNCC2)F)C=CC(=C1)C=1CCNCC1 2-fluoro-N-(2-fluoro-4-(1,2,3,6-tetrahydropyridin-4-yl)phenyl)-4-(1,2,3,6-tetrahydropyridin-4-yl)benzamide